C(N)(=N)CCCC=O gamma-guanylbutyraldehyde